N[C@H]1[C@H](CN(CC1)CC1=CC=CC=C1)O (3S,4R)-4-amino-1-benzyl-3-piperidinol